1-((3S,4R)-4-(3-((4-amino-7-methyl-5-(4-(6-methylpyridin-2-yloxy)phenyl)-7H-pyrrolo[2,3-d]pyrimidin-6-yl)ethynyl)azetidin-1-yl)-3-fluoropiperidin-1-yl)prop-2-en-1-one NC=1C2=C(N=CN1)N(C(=C2C2=CC=C(C=C2)OC2=NC(=CC=C2)C)C#CC2CN(C2)[C@H]2[C@H](CN(CC2)C(C=C)=O)F)C